N1(CCC1)CCCC=1C(=CC(N(C1)C(C(=O)O)CC(C)C)=O)C(F)(F)F 2-(5-(3-(azetidin-1-yl)propyl)-2-oxo-4-(trifluoromethyl)pyridin-1(2H)-yl)-4-methylpentanoic acid